C(C)(C)(C)OC(N[C@@H](CC=C)C1=CC(=CC=C1)C1=C(C=NN1C)NC([C@@H](C=C)C)=O)=O N-[(1S)-1-(3-{1-methyl-4-[(2R)-2-methylbut-3-eneamido]-1H-pyrazol-5-yl}phenyl)but-3-en-1-yl]carbamic acid tert-butyl ester